C(OC1CCC(CC1)C1=NN(C(=C1)NC1=CC2=C(CS(C2)(=O)=O)C=C1)C(C)(C)C)(OC1=CC=C(C=C1)[N+](=O)[O-])=O (1s,4s)-4-(1-(tert-butyl)-5-((2,2-dioxido-1,3-dihydrobenzo[c]thiophen-5-yl)amino)-1H-pyrazol-3-yl)cyclohexyl (4-nitrophenyl) carbonate